FC1=C(C=CC(=C1)C1=NN(C=N1)C1=CC=C(C=C1)OC(F)(F)F)NC(=O)\N=C\1/SCC(N1C1=C(C=CC(=C1)C)[N+](=O)[O-])=O (Z)-1-(2-fluoro-4-(1-(4-(trifluoromethoxy)phenyl)-1H-1,2,4-triazol-3-yl)phenyl)-3-(3-(5-methyl-2-nitrophenyl)-4-oxothiazolidin-2-ylidene)urea